C(CC=C)[Si](O[Si](C)(C)C)(C)CCC=C di(3-butenyl)tetramethyldisiloxane